C(C)(=O)NC=1SC(=CN1)CN1CCC(CC1)C(=O)NC(C)C1=CC2=CC=CC=C2C=C1 1-((2-acetamidothiazol-5-yl)methyl)-N-(1-(naphthalen-2-yl)ethyl)piperidine-4-carboxamide